CC1=NSC(=N1)C1=CC=C(C(=O)NC=2C=CC=C3C(=CC=NC23)C=2C=NN(C2)CC(F)(F)F)C=C1 4-(3-methyl-1,2,4-thiadiazol-5-yl)-N-(4-(1-(2,2,2-trifluoroethyl)-1H-pyrazol-4-yl)quinolin-8-yl)benzamide